CS(=O)(=O)C1=CC(=C(C=C1)NCC#CC=1N(C2=CC=CC(=C2C1)NC1CCC(CC1)N(C)C)CC(F)(F)F)C(F)(F)F (1R,4R)-N4-[2-(3-{[4-methanesulfonyl-2-(trifluoromethyl)phenyl]amino}prop-1-yn-1-yl)-1-(2,2,2-trifluoroethyl)-1H-indol-4-yl]-N1,N1-dimethylcyclohexane-1,4-diamine